(R,E)-N-(4-((4-([1,2,4]triazolo[1,5-a]pyridin-7-yloxy)-2-methoxy-5-methylphenyl)amino)-7-methoxy-quinazolin-6-yl)-3-(1-ethylpyrrolidin-2-yl)-2-fluoroacrylamide N=1C=NN2C1C=C(C=C2)OC2=CC(=C(C=C2C)NC2=NC=NC1=CC(=C(C=C21)NC(/C(=C\[C@@H]2N(CCC2)CC)/F)=O)OC)OC